CN(C(=O)C1=CC=C(S1)C=1C=C(C=C(C1)C=1C=NN(C1)C)C(C)NC(=O)C=1C=C(CNC(OC(C)(C)C)=O)C=CC1C)C tert-butyl (3-((1-(3-(5-(dimethylcarbamoyl)thiophen-2-yl)-5-(1-methyl-1H-pyrazol-4-yl)phenyl)ethyl)carbamoyl)-4-methylbenzyl)carbamate